ClC1=NC=C(C(=N1)C=1C=C(C=CC1)N1C(C=CC(=C1)C)=O)F 1-(3-(2-chloro-5-fluoropyrimidin-4-yl)phenyl)-5-methylpyridin-2(1H)-one